ClC=1C(=C2C(=NC1C)CN(C2)C(=O)[C@H]2CN(CC2)C=2C=NC=C(C2)C(F)(F)F)C (3-Chloro-2,4-dimethyl-5,7-dihydropyrrolo[3,4-b]pyridin-6-yl)-[(3R)-1-[5-(trifluoromethyl)-3-pyridyl]pyrrolidin-3-yl]methanon